((trans)-4-aminocyclohexyl)methanol hydrochloride Cl.N[C@@H]1CC[C@H](CC1)CO